4-(5-{2-[ethyl(isopropyl)carbamoyl]-4-fluorophenyl}quinazolin-7-yl)-1,2,3,6-tetrahydropyridine-1-carboxylic acid tert-butyl ester C(C)(C)(C)OC(=O)N1CCC(=CC1)C1=CC(=C2C=NC=NC2=C1)C1=C(C=C(C=C1)F)C(N(C(C)C)CC)=O